2-(3-bromo-2-methyl-2H-indazol-5-yl)-6-(2,2-difluoroethoxy)-4-(4-(difluoromethoxy)phenyl)pyrido[3,2-C]pyridazin-3(2H)-one BrC=1N(N=C2C=CC(=CC12)N1N=C2C(=C(C1=O)C1=CC=C(C=C1)OC(F)F)N=C(C=C2)OCC(F)F)C